ClC1=C(C=NC(=C1)C#N)C(=O)OCC1=CC=CC=C1 benzyl 4-chloro-6-cyanopyridine-3-carboxylate